tert-Butyl (2R)-2-[(E)-(p-tolylsulfonylhydrazono)methyl]pyrrolidine-1-carboxylate C1(=CC=C(C=C1)S(=O)(=O)N\N=C\[C@@H]1N(CCC1)C(=O)OC(C)(C)C)C